(2R,3R)-taxifolin O1[C@@H]([C@@H](O)C(=O)C=2C(O)=CC(O)=CC12)C1=CC(O)=C(O)C=C1